1-((6-((2-chloro-5-iodopyrimidin-4-yl)amino)pyridin-2-yl)oxy)-2-methylpropan-2-ol ClC1=NC=C(C(=N1)NC1=CC=CC(=N1)OCC(C)(O)C)I